bis(beta-methoxycarbonylethyl)tin dilaurate C(CCCCCCCCCCC)(=O)[O-].C(CCCCCCCCCCC)(=O)[O-].COC(=O)CC[Sn+2]CCC(=O)OC